NC=1C=CC(=C2CN(C(C12)=O)CC(=C)C#N)C=1C=C(C=2C=NN(C2C1)C)C(=O)NC 6-[7-amino-2-(2-cyano-2-methylideneethyl)-1-oxo-2,3-dihydro-1H-isoindol-4-yl]-N,1-dimethyl-1H-indazole-4-carboxamide